tert-Butyl-3-formyl-4-({[2-(trimethylsilyl)ethoxy]carbonyl}amino)pyrrolidine-1-carboxylate C(C)(C)(C)OC(=O)N1CC(C(C1)NC(=O)OCC[Si](C)(C)C)C=O